(1R,4r)-4-((6-fluoro-5-(1-((R)-1-fluoropropan-2-yl)-1H-benzo[d][1,2,3]triazol-6-yl)-4-methoxypyrrolo[2,1-f][1,2,4]triazin-2-yl)amino)-1-methylcyclohexan-1-ol FC=1C(=C2C(=NC(=NN2C1)NC1CCC(CC1)(O)C)OC)C=1C=CC2=C(N(N=N2)[C@@H](CF)C)C1